2-(5-O-(4,4-Dimethoxytrityl)-D-ribofuranosyl)-2,6-dihydro-2,3,5,6-tetraazaaceanthrylene-8-carbonitrile COC1(CC=C(C(C2=CC=CC=C2)(C2=CC=CC=C2)OC[C@@H]2[C@H]([C@H](C(O2)N2C=C3C4=CC=C(C=C4NC=4N=CN=C2C34)C#N)O)O)C=C1)OC